C(C1=CC=CC=C1)OC1=NC(=C(C(=N1)CC1CCCC2=CC=C(C=C12)Cl)[N+](=O)[O-])OCC1=CC=CC=C1 1-((2,6-Bis(benzyloxy)-5-nitropyrimidin-4-yl)methyl)-7-chloro-1,2,3,4-tetrahydronaphthalene